p-chloro-m-trifluoromethylaniline ClC1=C(C=C(N)C=C1)C(F)(F)F